methyl 1-(3-bromophenyl)-3-hydroxycyclobutane-1-carboxylate BrC=1C=C(C=CC1)C1(CC(C1)O)C(=O)OC